[Al].[Ce].FC1(CCN(CC1)C(=O)C1=NNC2=C1CN(CC2)C(C)=O)C2=C(C=CC=C2)C(F)(F)F 1-(3-(4-fluoro-4-(2-(trifluoromethyl)phenyl)piperidine-1-carbonyl)-1,4,6,7-tetrahydro-5H-pyrazolo[4,3-c]pyridin-5-yl)ethan-1-one cerium-aluminum